2,4-diphenyl-butane C1(=CC=CC=C1)C(C)CCC1=CC=CC=C1